methyl (S)-2-(4-(2-((4-chloro-2-fluorobenzyl)oxy)pyridin-3-yl)benzyl)-1-(oxetan-2-ylmethyl)-1H-benzo[d]imidazol-6-carboxylate ClC1=CC(=C(COC2=NC=CC=C2C2=CC=C(CC3=NC4=C(N3C[C@H]3OCC3)C=C(C=C4)C(=O)OC)C=C2)C=C1)F